4-ethyl-2-({6-methylimidazo[1,2-a]pyridin-2-yl}methyl)-1,2-dihydro-2,7-naphthyridin-1-one C(C)C1=CN(C(C2=CN=CC=C12)=O)CC=1N=C2N(C=C(C=C2)C)C1